N[C@@H]1[C@H](CCC1)OCC=1C=C(C=CC1)NC([C@H](C)NC(OC(C)(C)C)=O)=O tert-butyl ((S)-1-((3-((((1S,2S)-2-aminocyclopentyl)oxy)methyl)phenyl)amino)-1-oxopropan-2-yl)carbamate